N1N=CC2=CC(=CC=C12)C#CC1=NC(=NC=C1)C1=NC(=NC=C1)NCC1=CC=CC=C1 ((1H-indazol-5-yl)ethynyl)-N-benzyl-[2,4'-bipyrimidin]-2'-amine